(3S,4S,6R,7R)-4-fluoro-12-hydroxy-6-methoxy-3-methyl-1,11-dioxo-N-(2,4,6-trifluorobenzyl)-1,4,5,6,7,11-hexahydro-3H-2,7-methanopyrido[1,2-a][1,4]diazonine-10-carboxamide F[C@@H]1[C@@H](N2C(C=3N([C@@H]([C@@H](C1)OC)C2)C=C(C(C3O)=O)C(=O)NCC3=C(C=C(C=C3F)F)F)=O)C